The molecule is the ethyl ester of 1-[4-(4-chlorobenzenesulfonamido)phenyl]-5-(trifluoromethyl)pyrazole-4-carboxylic acid. It is a member of pyrazoles, an organofluorine compound, a sulfonamide, a member of monochlorobenzenes and an ethyl ester. CCOC(=O)C1=C(N(N=C1)C2=CC=C(C=C2)NS(=O)(=O)C3=CC=C(C=C3)Cl)C(F)(F)F